NC1=NOC2=C1C=C(C(=C2)CN2N=CC(=C2)CNC(OC(C)(C)C)=O)OC tert-Butyl ((1-((3-amino-5-methoxybenzo[d]isoxazol-6-yl)methyl)-1H-pyrazol-4-yl)methyl)carbamate